(R)-6-chloro-3-((1-(3,6-dimethyl-4-oxo-2-(((1-(trifluoromethyl)cyclopropyl)methyl)amino)-3,4-dihydroquinazolin-8-yl)ethyl)amino)-N-(methylsulfonyl)picolinamide ClC1=CC=C(C(=N1)C(=O)NS(=O)(=O)C)N[C@H](C)C=1C=C(C=C2C(N(C(=NC12)NCC1(CC1)C(F)(F)F)C)=O)C